BrC1=C2C=CC=CN2C(=N1)Br 7,9-dibromo-1,8-diazabicyclo[4.3.0]nona-2,4,6,8-tetraene